5-(8-(1,1-difluoro-5-azaspiro[2.3]hexan-5-yl)imidazo[1,2-b]pyridazin-6-yl)pyrimidine-2,4(1H,3H)-dione FC1(CC12CN(C2)C=2C=1N(N=C(C2)C=2C(NC(NC2)=O)=O)C=CN1)F